(4R)-2-(2,3-dihydrobenzo[b][1,4]dioxin-2-yl-7-d)-4,5-dihydro-1H-imidazole-4-d O1C2=C(OCC1C=1NC[C@H](N1)[2H])C=CC(=C2)[2H]